S(=O)(=O)(O)O.S(=O)(=O)(O)CCCCC1=NC=CC2=CC(=CC=C12)C 1-(4-sulfobutyl)-6-methylisoquinoline hydrogensulfate